N1=CC=C(C=C1)C1=CC=C(O1)C(=O)N 5-(pyridin-4-yl)furan-2-carboxamide